rac-(3aR,5R,7S,7aR)-5-(3,5-dimethoxyphenyl)-1,3,3,5,7-pentamethyl-octahydrobenzo[c]isoxazole COC=1C=C(C=C(C1)OC)[C@]1(C[C@@H]2[C@H](N(OC2(C)C)C)[C@H](C1)C)C |r|